O-benzyl carbonisothiocyanatidate C(OCC1=CC=CC=C1)(=O)N=C=S